NC1=C(C=C(N=N1)C1=C(C=CC=C1)O)OCC(C)C1=CC=CC=C1 2-(6-amino-5-(2-phenylpropoxy)pyridazin-3-yl)phenol